3-(3'-ethoxy-5-hydroxy-4'-(7-oxo-6,7-dihydro-3H-[1,2,3]triazolo[4,5-d]pyrimidin-5-yl)-[1,1'-biphenyl]-3-yl)propanamide C(C)OC=1C=C(C=CC1C=1NC(C2=C(N1)NN=N2)=O)C2=CC(=CC(=C2)O)CCC(=O)N